6-amino-2-(4-((1S,3S)-3-aminocyclopentane-1-carbonyl)piperazin-1-yl)-7-(3-hydroxy-2,6-dimethylphenyl)-7H-pyrrolo[2,3-d]pyrimidine-5-carboxamide NC1=C(C2=C(N=C(N=C2)N2CCN(CC2)C(=O)[C@@H]2C[C@H](CC2)N)N1C1=C(C(=CC=C1C)O)C)C(=O)N